BrC=1C=C2C(=C(C(N(C2=CC1)C)=O)C#N)N1CCC(CC1)C=1OC(=NN1)C1=CC(=CC=C1)C(F)(F)F 6-bromo-1-methyl-2-oxo-4-(4-{5-[3-(trifluoromethyl)phenyl]-1,3,4-oxadiazol-2-yl}piperidin-1-yl)-1,2-dihydroquinoline-3-carbonitrile